FC=1C=C2C(C=CN3C2=C(C1N1CCCCC1)OCC3C)=O 9-fluoro-3-methyl-10-(piperidin-1-yl)-2H-[1,4]oxazino[2,3,4-ij]quinolin-7(3H)-one